FC(C(=O)O)(F)F.CN1N=CC(=C1)C=1N=CC=2N(C1)C(=CN2)N2CCNCC2 6-(1-methyl-1H-pyrazol-4-yl)-3-piperazin-1-yl-imidazo[1,2-a]pyrazine trifluoroacetate